OC(CNCC(C)O)C N,N-di-(2-hydroxypropyl)amine